methyl 2-[2-(3,4-difluoro-2-methyl-phenoxy)-4-methyl-5-(trifluoromethyl)-3-pyridyl]-5,6-dimethyl-4-oxo-1H-pyridine-3-carboxylate FC=1C(=C(OC2=NC=C(C(=C2C=2NC(=C(C(C2C(=O)OC)=O)C)C)C)C(F)(F)F)C=CC1F)C